N-BOC-L-glutamic acid-1-tert-butyl ester C(C)(C)(C)OC([C@@H](NC(=O)OC(C)(C)C)CCC(=O)O)=O